ClC1=C(OC=2C=C3C=NN(C3=CC2)C=2C=C(SC2)C(=O)N[C@@H]2CN(CC2)C([2H])([2H])[2H])C=CC=C1 (S)-4-(5-(2-chlorophenoxy)-1H-indazol-1-yl)-N-(1-(methyl-d3)pyrrolidin-3-yl)thiophene-2-carboxamide